[N+](=O)([O-])C1=CC=CC=C1 (2S,3R)-4-nitrobenzene